tert-butyl (R)-(3-oxo-1-(5-phenethyl-4H-1,2,4-triazol-3-yl)-3-(tritylamino)propyl)carbamate O=C(C[C@H](C1=NN=C(N1)CCC1=CC=CC=C1)NC(OC(C)(C)C)=O)NC(C1=CC=CC=C1)(C1=CC=CC=C1)C1=CC=CC=C1